1-(4-(6-((4-(6-Fluoroimidazo[1,2-a]pyridin-3-yl)pyrimidin-2-yl)amino)pyridin-3-yl)piperazin-1-yl)ethan-1-one FC=1C=CC=2N(C1)C(=CN2)C2=NC(=NC=C2)NC2=CC=C(C=N2)N2CCN(CC2)C(C)=O